N=[Ni](C1=CC=CC=C1)(C1=CC=CC=C1)(C1=CC=CC=C1)(=N)(=N)(=N)(=N)=N hexa-iminotriphenyl-nickel